P(=O)(OC[C@]1(O[C@H]([C@@H]([C@@H]1O)O)C1=CC=C2C(=NC=NN21)N)C#N)(OC[C@@H](CCCCCCCCCCCCCCCCCC)OCC2=CC(=CC(=C2)F)C#N)O ((2R-3S,4R,5S)-5-(4-aminopyrrolo[2,1-f][1,2,4]triazin-7-yl)-2-cyano-3,4-dihydroxytetrahydrofuran-2-yl)methyl ((R)-2-((3-cyano-5-fluorobenzyl)oxy)icosyl) hydrogen phosphate